C(C(=C)C)(=O)OCCCN(CC)CC 3-(diethylamino)propyl methacrylate